C1(=CC=C(C=C1)C=O)C1=CC(=CC=C1)C1=CC(=CC=C1)C1=CC=CC=C1 [1,1':3',1'':3'',1'''-quaterphenyl]-4-carbaldehyde